tert-butyl (S)-7-methyl-2,6-diazaspiro[3.4]octane-2-carboxylate C[C@@H]1NCC2(CN(C2)C(=O)OC(C)(C)C)C1